N-(3-(diethylamino)propyl)-2-(pyridin-4-yl)benzo[d]imidazo[2,1-b]thiazole-7-carboxamide C(C)N(CCCNC(=O)C1=CC2=C(N3C(S2)=NC(=C3)C3=CC=NC=C3)C=C1)CC